(6R)-6-{[2-(4-methoxyphenyl)[1,2,4]triazolo[1,5-c]quinazolin-5-yl]amino}-1-methyl-1,4-diazepan-5-one ethyl-N-[2-(4-methoxyphenyl)[1,2,4]triazolo[1,5-c]quinazolin-5-yl]-D-alaninate C(C)OC([C@H](NC1=NC=2C=CC=CC2C=2N1N=C(N2)C2=CC=C(C=C2)OC)C)=O.COC2=CC=C(C=C2)C2=NN1C(=NC=3C=CC=CC3C1=N2)N[C@H]2C(NCCN(C2)C)=O